C(=C)C1=C(C(=O)O)C=CC=C1 o-vinyl-benzoic acid